1-benzyl 3-methyl 3-(2-methyl-2H-1,2,3-triazol-4-yl)piperidine-1,3-dicarboxylate CN1N=CC(=N1)C1(CN(CCC1)C(=O)OCC1=CC=CC=C1)C(=O)OC